ClC1=CC=C2C(=N1)N(N=C2)C2CC2 6-chloro-1-cyclopropyl-1H-pyrazolo[3,4-b]pyridine